FC(C(=O)O)(F)F.N1(C=CN=CC=C1)C=1C=C2CN(CC2=CC1)C(C(F)(F)F)(C)C 5-(1,4-diazepine-1-yl)-2-(1,1,1-trifluoro-2-methylpropan-2-yl)isoindoline trifluoroacetate